ClC1=CC=C(/C=C/SC=2N=NC=CC2)C=C1 (E)-3-((4-Chlorostyryl)thio)pyridazine